Methyl 5-(4,4-difluorocyclohex-1-en-1-yl)-4-methoxypyridine-2-carboxylate FC1(CC=C(CC1)C=1C(=CC(=NC1)C(=O)OC)OC)F